CN(C(=O)N1[C@H](CNCC1)C)C (S)-N,N,2-trimethylpiperazine-1-carboxamide